FC1=C2CN(C(C2=CC(=C1)C)=O)C1C(NC(CC1)=O)=O 3-(4-fluoro-6-methyl-1-oxoisoindolin-2-yl)piperidine-2,6-dione